BrC=1C=NN(C1)C(C(C)O)C anti-3-(4-bromo-1H-pyrazol-1-yl)butan-2-ol